Cl.ClC=1C(=C(C=CC1F)C(N)[C@@H]1OC[C@H](CC1)C(F)(F)F)F (3-chloro-2,4-difluorophenyl)((trans)-5-(trifluoromethyl)tetrahydro-2H-pyran-2-yl)methanamine hydrochloride